C(N)(OCC=1N(C2=CC=CC=C2C1C=NOC)C1CCN(CC1)[C@@H]1CC[C@@H](CC1)C(C)C)=O (1-(1-(cis-4-isopropylcyclohexyl)piperidin-4-yl)-3-((methoxyimino)methyl)-1H-indol-2-yl)methyl carbamate